7,8-dihydroquinolin-5(6H)-one N1=CC=CC=2C(CCCC12)=O